C=CC1=CC(=CC=C1)S(=O)(=O)O m-styrenesulfonic acid